3-(3-(4-(3,5-bis(trifluoromethyl)phenyl)piperazin-1-yl)-3-oxopropyl)-8-methyl-3,5-dihydro-4H-pyrimido[5,4-b]indol-4-one FC(C=1C=C(C=C(C1)C(F)(F)F)N1CCN(CC1)C(CCN1C=NC2=C(NC=3C=CC(=CC23)C)C1=O)=O)(F)F